FC(C=1N=C(SC1)C=O)(F)F 4-(trifluoromethyl)thiazole-2-carbaldehyde